N-(4-((2-(1,1-difluoroethyl)-6-(3-hydroxy-3-methyl-cyclobutoxy)pyrimidin-4-yl)amino)-5-ethoxypyridin-2-yl)acetamide FC(C)(F)C1=NC(=CC(=N1)NC1=CC(=NC=C1OCC)NC(C)=O)OC1CC(C1)(C)O